ethyl (2Z)-2-cyano-2-hydroxyimino-acetate C(#N)/C(/C(=O)OCC)=N/O